O=C1C(O)=C([O-])[C@H](O1)[C@@H](O)CO.O=C1C(O)=C([O-])[C@H](O1)[C@@H](O)CO.O=C1C(O)=C([O-])[C@H](O1)[C@@H](O)CO.O=C1C(O)=C([O-])[C@H](O1)[C@@H](O)CO.[Zn+2].[Zn+2] Zinc Tetra-Ascorbate